Boc-formamide C(=O)(OC(C)(C)C)NC=O